N-((2R)-1-(4-(1H-indol-5-yl)-2-methyl-2,8-diazaspiro[4.5]decan-8-yl)-3-methyl-1-oxobutan-2-yl)-2-fluoro-5-(trifluoromethyl)benzamide N1C=CC2=CC(=CC=C12)C1CN(CC12CCN(CC2)C([C@@H](C(C)C)NC(C2=C(C=CC(=C2)C(F)(F)F)F)=O)=O)C